2-(2,6-Dioxopiperidin-3-yl)-5-(2-(2-(2-(methylamino)ethoxy)ethoxy)ethoxy)isoindoline-1,3-dione hydrochloride Cl.O=C1NC(CCC1N1C(C2=CC=C(C=C2C1=O)OCCOCCOCCNC)=O)=O